[Si]([O-])([O-])([O-])[O-].FC(CCC(C1=CC=CC=C1)(C1=CC=CC=C1)C1=CC=CC=C1)([N+](CCCC)(CCCC)CCCC)F.FC(CCC(C1=CC=CC=C1)(C1=CC=CC=C1)C1=CC=CC=C1)(F)[N+](CCCC)(CCCC)CCCC.FC(CCC(C1=CC=CC=C1)(C1=CC=CC=C1)C1=CC=CC=C1)(F)[N+](CCCC)(CCCC)CCCC.FC(CCC(C1=CC=CC=C1)(C1=CC=CC=C1)C1=CC=CC=C1)(F)[N+](CCCC)(CCCC)CCCC difluorotriphenyl-tetrabutylammonium silicate